CC1=NC=C(C=N1)C=1C=CC=C2C=C(N(C(C12)=O)C1=CC=CC=C1)[C@H](CC)NC1=NC=NC2=CC=C(C=C12)C#N (S)-4-((1-(8-(2-methylpyrimidin-5-yl)-1-oxo-2-phenyl-1,2-dihydroisoquinolin-3-yl)propyl)amino)quinazoline-6-carbonitrile